3,4-dimethylfuran-2,5-dicarboxylic acid CC1=C(OC(=C1C)C(=O)O)C(=O)O